C(C)O/C=C/C1=CC(=NC=N1)NC(C)C1=CC=C(C=C1)C=1C=NN(C1)C 6-[(E)-2-ethoxyethenyl]-N-{1-[4-(1-methyl-1H-pyrazol-4-yl)phenyl]ethyl}pyrimidin-4-amine